The molecule is an apo carotenoid C35 terpenoid compound arising from oxidative degradation of the beta,beta-carotene skeleton at the 4'-position. It is an enal and an apo carotenoid C35 terpenoid. CC1=C(C(CCC1)(C)C)/C=C/C(=C/C=C/C(=C/C=C/C=C(\\C)/C=C/C=C(\\C)/C=C/C=C(\\C)/C=O)/C)/C